C1(CC1)C(=O)NCC1CCN(CC1)CC1=CC(=NC(=C1)C1=CC(=CC(=C1)Cl)Cl)OC=1C=CC(=NC1)N1CCN(CC1)CCC(=O)O 3-(4-(5-((4-((4-(cyclopropane-carboxamidomethyl)piperidin-1-yl)methyl)-6-(3,5-dichlorophenyl)pyridin-2-yl)oxy)pyridin-2-yl)piperazin-1-yl)propanoic acid